(2-bromobenzyl)trimethylammonium BrC1=C(C[N+](C)(C)C)C=CC=C1